(S)-7-bromo-3-(pentan-3-yl)-5-phenyl-1,3-dihydro-2H-benzo[e][1,4]diazepin-2-one BrC1=CC2=C(NC([C@@H](N=C2C2=CC=CC=C2)C(CC)CC)=O)C=C1